N1(CCCCC1)C=1OC=2C(=NC(=C(C2)NC(=O)C=2N=C(OC2)C=2C=NC(=CC2)O)N2CCCCC2)N1 N-(2,5-bis(piperidin-1-yl)oxazolo[4,5-b]pyridin-6-yl)-2-(6-hydroxypyridin-3-yl)oxazole-4-carboxamide